5-fluoro-3-(4-chloro-2-methyloxazol-5-yl)-indole FC=1C=C2C(=CNC2=CC1)C1=C(N=C(O1)C)Cl